BrC=1N=NC(=CC1)Br 3,6-dibromo-1,2-diazine